C(CCC)(O)(O)O Butantriol